C(C)(C)(C)OC(=O)N1CC(C(C1)=O)(C(F)(F)F)C1CC1 3-cyclopropyl-4-oxo-3-(trifluoromethyl)pyrrolidine-1-carboxylic acid tert-butyl ester